tert-Butyl 4-benzyl-3-methyl-1H-pyrazole-1-carboxylate C(C1=CC=CC=C1)C=1C(=NN(C1)C(=O)OC(C)(C)C)C